[4-(difluoromethyl)phenyl]-2-(1-methyl-1H-pyrazol-4-yl)-3-oxo-2,3-dihydropyridazine-4-carboxylic acid FC(C1=CC=C(C=C1)C1=C(C(N(N=C1)C=1C=NN(C1)C)=O)C(=O)O)F